3-(6-methoxypyridin-3-yl)-3-oxopropanoic acid ethyl ester C(C)OC(CC(=O)C=1C=NC(=CC1)OC)=O